6-chloro-4-((3-methoxy-4-(1,2,4-thiadiazol-5-yl)pyridin-2-yl)amino)-N-(methyl-d3)pyridazine-3-carboxamide ClC1=CC(=C(N=N1)C(=O)NC([2H])([2H])[2H])NC1=NC=CC(=C1OC)C1=NC=NS1